tert-butyl (S)-(2-(4-ethyl-8-fluoro-4-hydroxy-3,6,14-tricarbonyl-4,6,12,14-tetrahydro-1H-pyrano[3',4':6,7]indolizino[2,1-b]quinolin-11(3H)-yl)ethyl)(methyl)carbamate C(C)[C@]1(C(OCC=2C(N3CC=4N(C5=CC=C(C=C5C(C4C3=CC21)=C=O)F)CCN(C(OC(C)(C)C)=O)C)=C=O)=C=O)O